5-[3-ethylsulfonyl-5-(4-fluorophenyl)-2-pyridyl]-1-methyl-2-(trifluoromethyl)pyrazolo[1,5-a]pyrimidin-7-one C(C)S(=O)(=O)C=1C(=NC=C(C1)C1=CC=C(C=C1)F)C=1N=C2N(C(C1)=O)N(C(=C2)C(F)(F)F)C